nonene CCCCCCCC=C